ClC=1C(=CC(=NC1)NC(=O)[C@@H]1C[C@@H](CCC1)NC(=O)C1(CC1)O)C1=CC2=C(N(N=C2C(=C1)F)C)C(C)C (1S,3R)-N-[5-chloro-4-(7-fluoro-3-isopropyl-2-methyl-indazol-5-yl)-2-pyridinyl]-3-[(1-hydroxycyclopropanecarbonyl)amino]-cyclohexanecarboxamide